3-(4-(6-methoxynaphthalen-2-yl)phenyl)hex-4-ynoic acid COC=1C=C2C=CC(=CC2=CC1)C1=CC=C(C=C1)C(CC(=O)O)C#CC